COC1=NC=CC(=C1)C(CNS(=O)(=O)C1=CC=C(C=C1)C)=O N-[2-(2-methoxy-4-pyridinyl)-2-oxo-ethyl]-4-methyl-benzenesulfonamide